N1CC(CCC1)S(=O)(=O)NC1=CC=CC=C1 3-piperidylsulfonyl-aniline